4-[4-cyano-2-({[(2'R,4S)-6-(5-methyl-1,3,4-oxadiazol-2-yl)-2,3-dihydrospiro[chromene-4,1'-cyclopropan]-2'-yl]carbonyl}amino)phenyl]butanoic acid C(#N)C1=CC(=C(C=C1)CCCC(=O)O)NC(=O)[C@H]1[C@]2(C1)CCOC1=CC=C(C=C12)C=1OC(=NN1)C